C(C)(C)(C)OC(CN1C(NC2=CC=C(C=C2C1)F)=O)=O.C1(CC1)C=1C(=C(C=CC1)NC1=CC=NC=C1C(=O)NOC)N(S(=O)(=O)C)C 4-((3-cyclopropyl-2-(N-methylmethanesulfonamido)phenyl)amino)N-methoxynicotinamide tert-butyl-2-(6-fluoro-2-oxo-1,4-dihydroquinazolin-3-yl)acetate